CC1=C(C=CC(=C1)C)C1CC=2C=NN(C(C2CC1)=O)C1=NC=C(C=N1)CC(=O)N (2-(6-(2,4-dimethylphenyl)-1-oxo-5,6,7,8-tetrahydrophthalazin-2(1H)-yl)pyrimidin-5-yl)acetamide